CC1=CC=CC=C1NC N,N'-dimethylaniline